CC(=O)C1CCCC1.CC(=O)C1CCCC1.[Fe] 1,1-diacetylferrocene